BrC1=C2C=NN(C2=CC2=C1C(=CC2)C#CC)C2OCCCC2 4-bromo-5-(prop-1-yn-1-yl)-1-(tetrahydro-2H-pyran-2-yl)-1,7-dihydrocyclopenta[f]indazole